FC=1C=CC(=C2C(N(C(=NC12)C)[C@@H]1[C@H](CC1)C1=CC=CC=C1)=O)NC(OC(C)(C)C)=O tert-butyl (8-fluoro-2-methyl-4-oxo-3-((1S,2R)-2-phenylcyclobutyl)-3,4-dihydroquinazolin-5-yl)carbamate